CN1C(C(=C(C=C1C)[O-])NC(N[C@@H](CC(=O)[O-])C=1C=C(C(=CC1)C)C1=CC(=CC=C1)OC(F)(F)F)=O)=O.[Na+].[Na+] sodium (S)-3-(3-(1,6-dimethyl-4-oxido-2-oxo-1,2-dihydropyridin-3-yl)ureido)-3-(6-methyl-3'-(trifluoromethoxy)biphenyl-3-yl)propanoate